4,5-dichloro-6-(4-methoxy-benzyloxy)-2-pyridin-4-yl-pyrimidine ClC1=NC(=NC(=C1Cl)OCC1=CC=C(C=C1)OC)C1=CC=NC=C1